C(C)OC(C(C(=O)OCC)I)=O.NC1=C(C=NC=C1)C(CC)=O 1-(4-amino-3-pyridinyl)propan-1-one diethyl-iodomalonate